C(C)C(CC1CC=CS1)CCCC 5-(2-ethylhexyl)-4H-thiophen